methyl (R)-4-(5-fluoro-4-((S)-1-fluoroethyl)pyridin-3-yl)-2-(fluoromethyl)-5-oxo-1,4,5,7-tetrahydrofuro[3,4-b]pyridine-3-carboxylate FC=1C(=C(C=NC1)[C@@H]1C2=C(NC(=C1C(=O)OC)CF)COC2=O)[C@H](C)F